ClC1=C(C=CC(=C1)B1OC(C(O1)(C)C)(C)C)S(=O)(=O)N(C)C 2-chloro-N,N-dimethyl-4-(4,4,5,5-tetramethyl-1,3,2-dioxaborolan-2-yl)benzenesulfonamide